(2-(4,4-difluoropiperidin-1-yl)-6-methylpyridin-4-yl)-3-(2-hydroxyethyl)sulfanilamide FC1(CCN(CC1)C1=NC(=CC(=C1)C1=C(S(=O)(=O)N)C=CC(=C1CCO)N)C)F